O1CCC(CC1)C=1C2=C(N=CN1)CN(CC2)C(=O)OC(C)(C)C tert-Butyl 4-(tetrahydro-2H-pyran-4-yl)-5,6-dihydropyrido[3,4-d]pyrimidine-7(8H)-carboxylate